N1=C(N=C2NC=NC2=C1)N1CC2CCC(C1)N2C(CCCC2=NNC(C1=CC=CC=C21)=O)=O 4-(4-(3-(9H-purin-2-yl)-3,8-diazabicyclo[3.2.1]octan-8-yl)-4-oxobutyl)phthalazin-1(2H)-one